3-phenylmethyloxybutylene alcohol C1(=CC=CC=C1)COC(CCO)CO